3-((R)-3-((S)-2-hydroxy-3-(3-(N-methylsulfamoyl)phenoxy)propylamino)-1-oxa-8-azaspiro[4.5]dec-8-ylsulfonyl)pyridine 1-oxide O[C@@H](CN[C@H]1COC2(C1)CCN(CC2)S(=O)(=O)C=2C=[N+](C=CC2)[O-])COC2=CC(=CC=C2)S(NC)(=O)=O